C(C)(C)(C)CC(CC(=O)[O-])=O.C(C)(C)(C)CC(CC(=O)[O-])=O.C(C)(C)(C)CC(CC(=O)[O-])=O.[Fe+3] iron tris(t-butyl acetoacetate)